CC1(OC2=CC(=CC=C2C=C1)[N+](=O)[O-])C 2,2-dimethyl-7-Nitro-2H-chromene